FC1=C(C=C(C(=C1)F)[N+](=O)[O-])CC(=O)O 2-(2,4-difluoro-5-nitrophenyl)acetic acid